The molecule is a member of the class of anthracenones that is anthracen-9(10H)-one which carries a methyl group at position 6 and hydroxy groups at positions 1, 3 and 8, respectively. It is an intermediate precursor in the synthesis of hypericin. It has a role as a fungal metabolite. It is an anthracenone and a member of phenols. CC1=CC2=C(C(=C1)O)C(=O)C3=C(C2)C=C(C=C3O)O